C(C)(C)C1C(CC(CC1)C)C(=O)NCCC1=CC=NC=C1 2-isopropyl-5-methyl-N-(2-(pyridin-4-yl)ethyl)cyclohexanecarboxamide